(E)-oct-4-ene-1,8-dinitrile C(CC\C=C\CCC#N)#N